C(CCC)C1=C(C(=CC(=C1)CCCC)CCCC)C1=CC=C(C=C1)C1=CC=C(C=C1)C1=C(C=C(C=C1CCCC)CCCC)CCCC bis(2,4,6-tributylphenyl)biphenyl